N-(2-((tert-butyldimethylsilyl)oxy)-5-(1-oxo-6-phenyl-3,4-dihydroisoquinolin-2(1H)-yl)phenyl)-4-fluorobenzenesulfonamide [Si](C)(C)(C(C)(C)C)OC1=C(C=C(C=C1)N1C(C2=CC=C(C=C2CC1)C1=CC=CC=C1)=O)NS(=O)(=O)C1=CC=C(C=C1)F